3-[Tris-(hydroxymethyl)Methylamino]-2-HydroxypropaneSulphonic Acid OCC(NCC(CS(=O)(=O)O)O)(CO)CO